Cl.NC1CCC(CC1)NC=1C=C(C=CC1Br)N1C(OC=N1)=O (3-{[(1r,4r)-4-aminocyclohexyl]amino}-4-bromophenyl)-1,3,4-oxadiazol-2(3H)-one hydrochloride